1-cyclopropyl-N-((6-(3-methyl-1H-pyrrolo[2,3-b]pyridin-5-yl)chroman-8-yl)methyl)methylamine C1(CC1)CNCC=1C=C(C=C2CCCOC12)C=1C=C2C(=NC1)NC=C2C